[N+](=O)([O-])C1=CC=C2C(=N1)OCO2 5-nitro-[1,3]dioxolano[4,5-b]pyridine